2-(4-chlorophenyl)-4-(dimethylamino)-2-(pyridine-2-yl)butyronitrile ClC1=CC=C(C=C1)C(C#N)(CCN(C)C)C1=NC=CC=C1